BrC=1C=C(C(=NC1)OCCCN(C)CCOC)[N+](=O)[O-] 3-((5-Bromo-3-nitropyridin-2-yl)oxy)-N-(2-methoxyethyl)-N-methylpropan-1-amine